The molecule is a hydroxycoumarin that is coumarin substituted by a hydroxy group ay position 7. It has a role as a fluorescent probe, a plant metabolite and a food component. C1=CC(=CC2=C1C=CC(=O)O2)O